FC1=NN(C=C1C1=CC(=C(C=C1)C1=CN=C(N=N1)SC)OCOC)C1OCCCC1 6-[4-(3-fluoro-1-tetrahydropyran-2-yl-pyrazol-4-yl)-2-(methoxymethoxy)phenyl]-3-methylsulfanyl-1,2,4-triazine